OC1=C(N2C(C3=CC=CC=C13)=NC=N2)C(=O)NCC(=O)OC(C)(C)C tert-Butyl (6-hydroxy-[1,2,4]triazolo[5,1-a]isoquinoline-5-carbonyl)glycinate